(3-((4-fluoro-1H-indazol-1-yl)methyl)bicyclo[1.1.1]-pentan-1-yl)(5-phenyl-4,5-dihydro-1H-pyrazol-1-yl)-methanone FC1=C2C=NN(C2=CC=C1)CC12CC(C1)(C2)C(=O)N2N=CCC2C2=CC=CC=C2